C(C)[C@H]1NC[C@@H](N(C1)C=1C=2N(N(C(C1)=O)C)C=C(N2)CC#N)COC 2-(8-((2r,5r)-5-ethyl-2-(methoxymethyl)piperazin-1-yl)-5-methyl-6-oxo-5,6-dihydroimidazo[1,2-b]pyridazin-2-yl)acetonitrile